[5-(dimethylamino)-4-hydroxy-pentyl] benzoate C(C1=CC=CC=C1)(=O)OCCCC(CN(C)C)O